CC1(NN(C(=C1)C(=O)N[C@@H]1[C@H](C1)C)[C@@H](C)C1=CC=CC=C1)C(=O)N 3-methyl-N5-((1S,2S)-2-methylcyclopropyl)-1-((S)-1-phenylethyl)-1H-pyrazole-3,5-dicarboxamide